C=CCCCCCCC(CC)=O undecen-9-one